4-((2R,3R,4S,5R)-3-(3,4-difluoro-2-methoxyphenyl)-4-methyl-5-(trifluoromethyl)tetrahydrofuran-2-carboxamido)picolinamide FC=1C(=C(C=CC1F)[C@@H]1[C@@H](O[C@H]([C@H]1C)C(F)(F)F)C(=O)NC1=CC(=NC=C1)C(=O)N)OC